(2-chloro-4-phenoxyphenyl)(4-(((3R,6S)-6-(hydroxymethyl)tetrahydro-2H-pyran-3-yl)amino)-1H-Pyrrolo[2,3-b]Pyridin-3-yl)methanone ClC1=C(C=CC(=C1)OC1=CC=CC=C1)C(=O)C1=CNC2=NC=CC(=C21)N[C@H]2CO[C@@H](CC2)CO